(R)-3-(3-fluoro-4-(6-(2-propyl-2H-tetrazol-5-yl)pyridin-3-yl)phenyl)-5-(1-hydroxy-2-fluoroethyl)oxazolidin-2-one phosphate P(=O)(O)(O)O.FC=1C=C(C=CC1C=1C=NC(=CC1)C=1N=NN(N1)CCC)N1C(O[C@H](C1)C(CF)O)=O